Methylxanthene-9-spiro-4'-piperidine CN1CCC2(CC1)C1=CC=CC=C1OC=1C=CC=CC12